(S)-9-(2-isopropoxyethyl)-4-isopropyl-2-methyl-1-oxa-4,9-diazaspiro[5.5]undecan-3-one C(C)(C)OCCN1CCC2(CN(C([C@@H](O2)C)=O)C(C)C)CC1